magnesium bipyridyl sulfate S(=O)(=O)([O-])[O-].N1=C(C=CC=C1)C1=NC=CC=C1.[Mg+2]